[Sb].[Mn].[Pt] platinum-manganese-antimony